OC=1C=C(C2=CC=CC=C2C1)C=1C=CC=2N(C1)C(=C(N2)C2CN(C2)C(C=C)=O)OC 1-(3-(6-(3-hydroxynaphthalen-1-yl)-3-methoxyimidazo[1,2-a]pyridin-2-yl)azetidin-1-yl)prop-2-en-1-one